N2-(1-isopropyl-4-piperidyl)-6-methyl-N4-[7-(3-pyrrolidin-1-ylpropoxy)-2,3-dihydrobenzofuran-5-yl]pyrimidine-2,4-diamine C(C)(C)N1CCC(CC1)NC1=NC(=CC(=N1)NC=1C=C(C2=C(CCO2)C1)OCCCN1CCCC1)C